C(C)(C)(C)OC(=O)N1C2=C(OCC1)C=CC(=C2)C(C(=O)OCC)=O 6-(2-ethoxy-2-oxoacetyl)-2,3-dihydro-4H-benzo[b][1,4]oxazine-4-carboxylic acid tert-butyl ester